C(C)OC(\C(=C\N(C)C)\C#N)=O (E)-2-cyano-3-(dimethylamino)acrylic acid ethyl ester